S([O-])(O)(=O)=O.C(=C)C1=C(C=CC=C1)[P+](C1=CC=CC=C1)(C1=CC=CC=C1)CC1=CC=CC=C1 vinylbenzyltriphenylphosphonium bisulfate